7-(3-amino-6-bromo-5-fluoropyrazin-2-yl)-5-fluoro-2-methylquinazolin-4(3H)-one NC=1C(=NC(=C(N1)F)Br)C1=CC(=C2C(NC(=NC2=C1)C)=O)F